(1R,5S,6r)-6-[(2-pyridinyl)carbonyl]-3-azabicyclo[3.1.0]Hexane-3-carboxylic acid tert-butyl ester C(C)(C)(C)OC(=O)N1C[C@H]2C([C@H]2C1)C(=O)C1=NC=CC=C1